[C@@H]12COC[C@H]2C1CO ((1R,5S,6s)-3-oxabicyclo[3.1.0]hex-6-yl)methanol